ethyl 2-((5-(5-(5-((3-chloro-4-fluorophenyl)carbamoyl)-1-methyl-1H-imidazol-4-yl)-2-hydroxy-octahydropentalen-2-yl)-1-methyl-1H-pyrazol-3-yl)oxy)acetate ClC=1C=C(C=CC1F)NC(=O)C1=C(N=CN1C)C1CC2CC(CC2C1)(O)C1=CC(=NN1C)OCC(=O)OCC